2-(1-phenyl-3-(p-tolyl)-1H-pyrazol-5-yl)aniline C1(=CC=CC=C1)N1N=C(C=C1C1=C(N)C=CC=C1)C1=CC=C(C=C1)C